2-(3-{[4-methane-sulfonyl-2-(2,2,2-trifluoro-ethoxy)phenyl]amino}prop-1-yn-1-yl)-N-[(1R,4R)-4-{2-oxa-6-azaspiro[3.3]heptan-6-yl}cyclohexyl]-1-(2,2,2-trifluoroethyl)-1H-indol-4-amine CS(=O)(=O)C1=CC(=C(C=C1)NCC#CC=1N(C=2C=CC=C(C2C1)NC1CCC(CC1)N1CC2(COC2)C1)CC(F)(F)F)OCC(F)(F)F